C(C)(C)[C@]1(C(NC(N1)=O)=O)C1=CC=C(C=C1)C(=O)N1CCN(CC1)C1=NC=CC=C1C (R)-5-isopropyl-5-{4-[4-(3-methylpyridin-2-yl)piperazine-1-carbonyl]phenyl}imidazolidine-2,4-dione